BrC=1C(=C(N(CC2=CC=C(C=C2)OC)CC2=CC=C(C=C2)OC)C(=C(C1I)C)F)F 3-bromo-2,6-difluoro-4-iodo-N,N-bis(4-methoxybenzyl)-5-methylaniline